(S)-N-(2-methylimidazo[1,2-a]pyridin-6-yl)-4-(3-methylpiperazin-1-yl)-2,3-dihydro-1H-pyrrolo[2,3-b]pyridine-1-carboxamide CC=1N=C2N(C=C(C=C2)NC(=O)N2CCC=3C2=NC=CC3N3C[C@@H](NCC3)C)C1